N-(3-{5-[(3R,4R)-3,4-difluoropyrrolidin-1-yl]-2H-pyrazolo[3,4-b]pyridin-2-yl}-4-fluorophenyl)-3-fluoroazetidine-1-carboxamide F[C@@H]1CN(C[C@H]1F)C1=CC=2C(N=C1)=NN(C2)C=2C=C(C=CC2F)NC(=O)N2CC(C2)F